N(=[N+]=[N-])CC1=CN(C2=CC=CC=C12)C1CCN(CC1)[C@@H]1CC[C@@H](CC1)C(C)C 3-azidomethyl-1-(1-(cis-4-isopropylcyclohexyl)piperidin-4-yl)-1H-indole